C1(=CC=CC=C1)P(C1=C(C2=C(OCO2)C=C1)C1=C(C=CC=2OCOC21)P(C2=CC=CC=C2)C2=CC=CC=C2)C2=CC=CC=C2 (R) or (S)-(+)-5,5'-bis(diphenylphosphino)-4,4'-bi-1,3-benzodioxole